BrC=1C=C(C2=C(N(C(=N2)CO[Si](C)(C)C(C)(C)C)C(C(F)F)(C)C)C1)F 6-bromo-2-({[tert-butyl(dimethyl)silyl]oxy}methyl)-1-(1,1-difluoro-2-methylpropan-2-yl)-4-fluoro-1H-benzimidazole